bis(2-(5-methylthio-2-1,3,4-oxadiazolyl)ethyl)amine CSC1=NN=C(O1)CCNCCC=1OC(=NN1)SC